2-[4-[(3R)-3-(5-fluoro-3-pyridinyl)isoxazolidine-2-carbonyl]-1-piperidinyl]pyrimidine-4-carboxamide FC=1C=C(C=NC1)[C@@H]1N(OCC1)C(=O)C1CCN(CC1)C1=NC=CC(=N1)C(=O)N